(R)-4-methyl-5-(1-propionyl-5-(p-tolyl)-4,5-dihydro-1H-pyrazol-3-yl)thieno[2,3-b]pyridin-6(7H)-one CC=1C2=C(NC(C1C1=NN([C@H](C1)C1=CC=C(C=C1)C)C(CC)=O)=O)SC=C2